1-(3-chloro-5-fluorophenyl)-2-(dimethylamino)ethan-1-ol ClC=1C=C(C=C(C1)F)C(CN(C)C)O